C1(=CC=CC=C1)C(CC1C(NSC1)=O)C 2-phenylpropyl-isothiazolin-3-one